4-(5-(2,6-dimethylphenoxy)-1-methyl-2-oxo-1,2-dihydropyridin-4-yl)-2-(5-fluoro-2-methylphenyl)-6-methyl-1,6-dihydro-7H-pyrrolo[2,3-c]pyridin-7-one CC1=C(OC=2C(=CC(N(C2)C)=O)C=2C3=C(C(N(C2)C)=O)NC(=C3)C3=C(C=CC(=C3)F)C)C(=CC=C1)C